methyl 5-nitro-2-(2-tetrahydropyran-2-yloxyethyl)pyrazole-3-carboxylate [N+](=O)([O-])C=1C=C(N(N1)CCOC1OCCCC1)C(=O)OC